FCC(CF)C1C(C1)C=1C=C(N=NC1C)N1C(NC(C=C1)=O)=O (5-(2-(1,3-difluoropropan-2-yl)cyclopropyl)-6-methylpyridazin-3-yl)pyrimidine-2,4(1h,3h)-dione